2-Thiocarbonyl-3-(2-((2R,4R)-4-(trifluoromethyl)piperidin-2-yl)benzyl)-1,2,3,7-tetrahydro-6H-purin-6-one C(=S)=C1NC(C=2NC=NC2N1CC1=C(C=CC=C1)[C@@H]1NCC[C@H](C1)C(F)(F)F)=O